4-[2,6-Dioxo-4-(trifluoromethyl)-3,6-dihydropyrimidin-1(2H)-yl]-2-fluorobenzonitrile O=C1N(C(C=C(N1)C(F)(F)F)=O)C1=CC(=C(C#N)C=C1)F